2-cyclopropyl-4-(4-fluorophenyl)quinoline-3-formaldehyde C1(CC1)C1=NC2=CC=CC=C2C(=C1C=O)C1=CC=C(C=C1)F